1-(hexahydropyrrolo[3,4-c]pyrrol-2(1H)-yl)-2-((3-isopropyl-2-(2-methylpyridin-4-yl)-1H-indol-5-yl)oxy)ethan-1-one C1N(CC2C1CNC2)C(COC=2C=C1C(=C(NC1=CC2)C2=CC(=NC=C2)C)C(C)C)=O